CC=1C=C(C=CC1)NC1=CC=CC=2C(C3=C(C=CC=C3C(C12)=O)NC1=CC(=CC=C1)C)=O 1,5-bis[(3-methylphenyl)amino]-9,10-Anthracenedione